[Mo+4].P(=O)([O-])([O-])[O-].[Co+2].P(=O)([O-])([O-])[O-] cobalt phosphate molybdenum